1-bis(beta-hydroxy-ethyl)amino-3-aminobenzene OCCN(C1=CC(=CC=C1)N)CCO